ClC1=CNC=2N=C(N=C(C21)NC2=C(C=CC=C2)P(C)(C)=O)NC=2C=CC1=C(OC[C@@H]3N1CCN(C3)C(C)C)C2 (R)-(2-((5-chloro-2-((3-isopropyl-1,2,3,4,4a,5-hexahydrobenzo[b]pyrazino[1,2-d][1,4]oxazin-8-yl)amino)-7H-pyrrolo[2,3-d]pyrimidin-4-yl)amino)phenyl)dimethylphosphine oxide